C(C)(C)(C)OC(=O)N1CCOC2=C(C1)N=CC=C2.O2CCNCC1=C2C=CC=N1 2,3,4,5-Tetrahydropyrido[2,3-f][1,4]oxazepine tert-Butyl-3,5-dihydro-2H-pyrido[2,3-f][1,4]oxazepine-4-carboxylate